BrC1=C(C=O)C(=CC(=C1)C)Br 2,6-dibromo-4-methylbenzaldehyde